ClC1N(C(C2=CN(C(C=C2C1)=O)C)=O)C1CC1 chloro-2-cyclopropyl-7-methyl-3,4-dihydro-2,7-naphthyridine-1,6(2H,7H)-dione